4-bromo-3-fluoro-benzene-1,2-diamine BrC=1C(=C(C(=CC1)N)N)F